BrC1=CC(=CC(=N1)C[C@@H](C(=O)N1N[C@@H](CCC1)C(=O)OC)NC(=O)OC(C)(C)C)OC(=O)OC(C)(C)C Methyl (S)-1-((S)-3-(6-bromo-4-((tert-butoxycarbonyl)oxy)pyridin-2-yl)-2-((tert-butoxycarbonyl)amino)propanoyl)hexahydropyridazine-3-carboxylate